6-(2,3-Dichlorobenzyl)-1-methylcarbamoylmethyl-4-oxo-1,4-dihydroquinoline-3-carboxylic acid ClC1=C(CC=2C=C3C(C(=CN(C3=CC2)CC(NC)=O)C(=O)O)=O)C=CC=C1Cl